dichloroanthraquinone C1=CC=C2C(=C1)C(=O)C3=C(C2=O)C(=C(C=C3)Cl)Cl